O1N=C(C2=C1C=CC=C2)C2=C(C=CC=C2)[C@H](CC2=NC(=CC=C2C)C#N)N (S)-1-[2-(Benzo[d]isoxazol-3-yl)phenyl]-2-(6-cyano-3-methylpyridin-2-yl)ethan-1-amine